2-[(1e,3e)-5-[(2Z)-1-(5-carbamoylpentyl)-3,3-dimethyl-5-sulfo-2,3-dihydro-1H-indol-2-ylidene]-3-methylpent-1,3-dien-1-yl]-3,3-dimethyl-1-(4-sulfobutyl)-3H-indol-1-ium-5-sulfonic acid C(N)(=O)CCCCCN1\C(\C(C2=CC(=CC=C12)S(=O)(=O)O)(C)C)=C/C=C(/C=C/C1=[N+](C2=CC=C(C=C2C1(C)C)S(=O)(=O)O)CCCCS(=O)(=O)O)\C